3,4-dichloro-2-(2-trimethylsilylethylsulfanyl)benzoic acid ClC=1C(=C(C(=O)O)C=CC1Cl)SCC[Si](C)(C)C